OC1([C@H](N(CCC1)C(=O)OC(C)(C)C)CO)C tert-butyl (2R)-3-hydroxy-2-(hydroxymethyl)-3-methyl-piperidine-1-carboxylate